C(CCCCCC(C)C)C1(C(CCCC1)(C(=O)O)CCCCCCC(C)C)C(=O)O.C1(C(CCCC1)C(=O)OCCCCCCC(C)C)C(=O)OCCCCCCC(C)C diisononyl 1,2-cycloHexane-dicarboxylate (Diisononyl-1,2-cyclohexane-dicarboxylate)